1,7-heptanediyl dipropiolate C(C#C)(=O)OCCCCCCCOC(C#C)=O